α-hydroxy-α,α-dimethyl-acetophenone OC(C(=O)C1=CC=CC=C1)(C)C